4-((6-(difluoromethoxy)-3-nitropyridin-2-yl)amino)benzyl acetate C(C)(=O)OCC1=CC=C(C=C1)NC1=NC(=CC=C1[N+](=O)[O-])OC(F)F